(3-{[2-(4-bromophenyl)imidazo[1,2-a]pyrimidin-3-yl]methyl}-3,8-diazabicyclo[3.2.1]oct-8-yl)(cyclopentyl)methanone BrC1=CC=C(C=C1)C=1N=C2N(C=CC=N2)C1CN1CC2CCC(C1)N2C(=O)C2CCCC2